C(C)(=O)O[C@H]([C@@H](CNC(CC1=CC=C(C=C1)Cl)=O)OC(C)=O)[C@@H]1O[C@](C[C@@H]([C@H]1NC(COC(C)=O)=O)OC(C)=O)(C(=O)OC)OCCCCO (1R,2R)-1-((2R,3R,4S,6R)-4-acetoxy-3-(2-acetoxyacetamido)-6-(4-hydroxybutoxy)-6-(methoxycarbonyl)tetrahydro-2H-pyran-2-yl)-3-(2-(4-chlorophenyl)acetamido)propane-1,2-diyl diacetate